N-ethyl-N-(2-methoxyphenyl)acetamide C(C)N(C(C)=O)C1=C(C=CC=C1)OC